C(C)(C)(C)OC(=O)N1CC2(C(C2C1)C(=O)O)C 3-(tert-Butoxycarbonyl)-1-methyl-3-azabicyclo[3.1.0]hexane-6-carboxylic acid